[PH2](=O)S(=O)(=O)N phosphinyl-sulfonamide